O1[C@@H](COCC1)CN1CC2(C1)CN(C2)S(=O)(=O)C2=CC(=NN2C)C(F)(F)F |r| rac-2-((1,4-dioxan-2-yl)methyl)-6-((1-methyl-3-(trifluoromethyl)-1H-pyrazol-5-yl)sulfonyl)-2,6-diazaspiro[3.3]heptane